CC1=NC(=NC(=C1)C)NC1=NC=C(C(=O)NOCC)C(=C1)NC1=C(C=C(C=C1)C)N(S(=O)(=O)C1CC1)C 6-((4,6-Dimethylpyrimidin-2-yl)amino)-N-ethoxy-4-((4-methyl-2-(N-methylcyclopropanesulfonamido)phenyl)amino)nicotinamide